CC1=C(OC=2C=NC=NC2)C=CC(=C1)[N+](=O)[O-] 5-(2-methyl-4-nitrophenoxy)pyrimidine